O1P(C=CC=2C3=CC=CC=C3C=CC12)=O dihydrooxaphosphaphenanthrene oxide